N(=[N+]=[N-])[C@@H]1[C@H]([C@@H](O[C@H]2[C@@H]1OC(OC2)(C)C)SC(C2=NC=CC=C2C)C2(CCC(CC2)(F)F)O)O (4aR,6S,7R,8R,8aR)-8-azido-6-(((4,4-difluoro-1-hydroxycyclohexyl)(3-methylpyridin-2-yl)methyl)thio)-2,2-dimethylhexahydropyrano[3,2-d][1,3]dioxin-7-ol